Quinolin-4-yl tert-butyl succinate C(CCC(=O)OC(C)(C)C)(=O)OC1=CC=NC2=CC=CC=C12